1-imidazo[1,2-a]pyridin-7-yl-1-tetrahydropyran-4-yl-ethanol N=1C=CN2C1C=C(C=C2)C(C)(O)C2CCOCC2